methyl 4-((4-(tert-butoxycarbonyl) phenyl) amino)-6-chloropyridazine-3-carboxylate C(C)(C)(C)OC(=O)C1=CC=C(C=C1)NC1=C(N=NC(=C1)Cl)C(=O)OC